FC(C1=NC(=NO1)C1=CC=C(C=C1)C=O)(F)F [4-[5-(trifluoromethyl)-1,2,4-oxadiazol-3-yl]phenyl]methanone